trans-N-(4-(1-Cyclopropyl-1H-pyrazol-4-yl)pyridin-2-yl)-4-(2-hydroxyacetamido)-N-((trans-4-(4-methoxy-3-methylphenyl)cyclohexyl)methyl)-cyclohexanecarboxamide C1(CC1)N1N=CC(=C1)C1=CC(=NC=C1)N(C(=O)[C@@H]1CC[C@H](CC1)NC(CO)=O)C[C@@H]1CC[C@H](CC1)C1=CC(=C(C=C1)OC)C